N1-(2-Chloro-5-fluorophenyl)-6-(3,5-dimethyl-1H-pyrazol-1-yl)pyrimidine-2,4-diamine ClC1=C(C=C(C=C1)F)N1C(N=C(C=C1N1N=C(C=C1C)C)N)N